4-[3-[5-Bromo-2-(8-chloro-4-oxochromen-2-yl)phenoxy]propylamino]tetrahydropyran BrC=1C=CC(=C(OCCCNC2CCOCC2)C1)C=1OC2=C(C=CC=C2C(C1)=O)Cl